4-(5-((6-(3,5-dichlorophenyl)-4-(hydroxymethyl)-3-methylpyridin-2-yl)oxy)pyrazin-2-yl)piperazine-1-carboxylic acid tert-butyl ester C(C)(C)(C)OC(=O)N1CCN(CC1)C1=NC=C(N=C1)OC1=NC(=CC(=C1C)CO)C1=CC(=CC(=C1)Cl)Cl